(R)-3-(2-(3,4-dihydroisoquinolin-2(1H)-yl)ethyl)-2-oxa-8-azaspiro[4.5]decan-1-one C1N(CCC2=CC=CC=C12)CC[C@@H]1OC(C2(C1)CCNCC2)=O